N-(3-chloro-4-(4-(piperidine-4-carbonyl)piperazine-1-carbonyl)phenyl)-5-(1'-(2-methoxyethyl)-3-(trifluoromethyl)-1'H-[1,4'-bipyrazol]-4-yl)-1-methyl-imidazole-2-carboxamide formate C(=O)O.ClC=1C=C(C=CC1C(=O)N1CCN(CC1)C(=O)C1CCNCC1)NC(=O)C=1N(C(=CN1)C=1C(=NN(C1)C=1C=NN(C1)CCOC)C(F)(F)F)C